[3-(4-aminocinnolin-7-yl)-4-(4-fluorophenoxy)phenyl]boronic acid formic acid salt C(=O)O.NC1=CN=NC2=CC(=CC=C12)C=1C=C(C=CC1OC1=CC=C(C=C1)F)B(O)O